N1=CN=C(C2=CC=CC=C12)OCCCCN1C2=CC=CC=C2C=2C(=CC=CC12)O 9-(4-(Quinazolin-4-yloxy)butyl)-9H-carbazol-4-ol